CC1=CN=C2C(=N1)NC=C2C=2SC=C(N2)C=2C=C(C=CC2)[C@@]2(CCN1C2=NC=C1)O (R)-7-(3-(2-(3-Methyl-5H-pyrrolo[2,3-b]pyrazin-7-yl)thiazol-4-yl)phenyl)-6,7-dihydro-5H-pyrrolo[1,2-a]imidazol-7-ol